C1(CC1)C1=CC=C(N=N1)CN(C(OC(C)(C)C)=O)C tert-butyl ((6-cyclopropylpyridazin-3-yl)methyl)(methyl)carbamate